(R)-2-amino-3-(3-(2-ethylthiophen-3-yl)-5-fluorobenzamido)propanoic acid N[C@@H](C(=O)O)CNC(C1=CC(=CC(=C1)F)C1=C(SC=C1)CC)=O